N-(5-((cis)-2,6-dimethylmorpholino)-4'-((3-fluoro-5-(methylsulfonyl)phenyl)amino)-[2,3'-bipyridin]-6'-yl)acetamide C[C@@H]1O[C@@H](CN(C1)C=1C=CC(=NC1)C=1C=NC(=CC1NC1=CC(=CC(=C1)S(=O)(=O)C)F)NC(C)=O)C